(6R)-17-amino-6-hydroxy-12-[[3-methyl-5-(trifluoromethoxy)phenyl]methyl]-6,15-bis(trifluoromethyl)-19-oxa-3,4,12,18-tetrazatricyclo[12.3.1.12,5]nonadeca-1(18),2,4,14,16-pentaen-13-one NC1=CC(=C2C(N(CCCCC[C@@](C3=NN=C(C1=N2)O3)(C(F)(F)F)O)CC3=CC(=CC(=C3)OC(F)(F)F)C)=O)C(F)(F)F